3-ethylethoxymethyloxetane C(C)C(C)OCC1COC1